methyl-8-{2-[9-(dimethylamino)heptadecyl]cyclopropyl}octanoate COC(CCCCCCCC1C(C1)CCCCCCCCC(CCCCCCCC)N(C)C)=O